ClC=1C=C(C=CC1F)NC(=O)C=1N(C=C2C1CCC2NC(OCC2=NN(C=C2)C)=O)C (1-methyl-1H-pyrazol-3-yl)methyl (1-((3-chloro-4-fluorophenyl)carbamoyl)-2-methyl-2,4,5,6-tetrahydrocyclopenta[c]pyrrol-4-yl)carbamate